C(C1=CC=CC=C1)(=O)N1CCC2(C(N3[C@H](O2)CC[C@H]3C3=CC(=CC(=C3)OC)F)=O)CC1 (5'S,7a'R)-1-benzoyl-5'-(3-fluoro-5-methoxyphenyl)tetrahydro-3'H-spiro[piperidine-4,2'-pyrrolo[2,1-b]oxazol]-3'-one